pentane-1,5-disulfonate C(CCCCS(=O)(=O)[O-])S(=O)(=O)[O-]